2-(1-Acetylpiperidin-4-yl)-N-{3-[2-(3,4-dichlorophenoxy)acetylamino]bicyclo[1.1.1]pentan-1-yl}-1,3-oxazole-5-carboxamide C(C)(=O)N1CCC(CC1)C=1OC(=CN1)C(=O)NC12CC(C1)(C2)NC(COC2=CC(=C(C=C2)Cl)Cl)=O